ClC=1C=C(C=CC1F)C(N)C1CCN(CC1)CC(F)(F)F (3-chloro-4-fluorophenyl)(1-(2,2,2-trifluoro-ethyl)piperidin-4-yl)methanamine